CC=1C(=NC(=C(C1)NC(OC1=CC=C(C=C1)C)=O)C1=CC=CC=C1)C=1C=NC=C(C1)C(F)(F)F p-tolyl (3-methyl-6-phenyl-5'-(trifluoromethyl)-[2,3'-bipyridin]-5-yl)carbamate